rac-4-((2R,3S,4R,5S)-4,5-dimethyl-3-(1,1,7-trifluoro-2,3-dihydro-1H-inden-4-yl)-5-(trifluoromethyl)tetrahydrofuran-2-carboxamido)picolinamide C[C@@H]1[C@H]([C@@H](O[C@@]1(C(F)(F)F)C)C(=O)NC1=CC(=NC=C1)C(=O)N)C1=C2CCC(C2=C(C=C1)F)(F)F |r|